C(C)(=O)OC=1C(=NC=CC1OC)C(=O)N[C@H](C(=O)O[C@H]([C@@H](C(C)C)C1=C(C=C(C=C1)F)C)C)C [(1S,2S)-2-(4-fluoro-2-methyl-phenyl)-1,3-dimethyl-butyl] (2S)-2-[(3-acetoxy-4-methoxy-pyridine-2-carbonyl)amino]propanoate